N1(C=CC2=CC=CC=C12)CCC=O 1H-INDOLE-1-PROPANAL